3,6-dichloro-4-ethyl-5-methylpyridazine ClC=1N=NC(=C(C1CC)C)Cl